BrC1=C(NC)C(=CC=C1)OC1CCCC1 2-bromo-6-(cyclopentyloxy)-N-methylaniline